N-(2-(2-aminoethoxy)ethyl)-4-((3-(3-cyano-1-(cyanomethyl)-1H-pyrazol-4-yl)imidazo[1,2-a]pyrazin-8-yl)amino)-2-ethyl-benzamide NCCOCCNC(C1=C(C=C(C=C1)NC=1C=2N(C=CN1)C(=CN2)C=2C(=NN(C2)CC#N)C#N)CC)=O